ClC1=CC(=C(C=C1)C1(CC1)C(=O)NC=1C=C(C(=C(C(=O)O)C1)C=1C=NN(C1)C(C)C)F)F 5-({[1-(4-Chloro-2-fluorophenyl)cyclopropyl]carbonyl}amino)-3-fluoro-2-[1-(propan-2-yl)-1H-pyrazol-4-yl]benzoic acid